C1(=CC=CC=C1)CC=NO 2-phenylacetaldoxime